4-[4-(1,3-Benzooxazol-2-yl)-4-methylpiperidin-1-yl]-8-chloro-1-methyl-2-oxo-1,2-dihydroquinoline-3-carboxamide O1C(=NC2=C1C=CC=C2)C2(CCN(CC2)C2=C(C(N(C1=C(C=CC=C21)Cl)C)=O)C(=O)N)C